N1CC(C1)NC=1C=C2C(=NC=NC2=CC1)NC1=C(C(=CC=C1)Cl)F N6-(azetidin-3-yl)-N4-(3-chloro-2-fluorophenyl)quinazoline-4,6-diamine